7-chloro-4-((2R,5S)-2,5-dimethyl-1-(4-(trifluoromethoxy)benzoyl)piperidin-4-yl)-1-methyl-1,4-dihydropyrido[2,3-b]pyrazine-2,3-dione ClC1=CC2=C(N(C(C(N2C)=O)=O)C2C[C@H](N(C[C@@H]2C)C(C2=CC=C(C=C2)OC(F)(F)F)=O)C)N=C1